C(C)N1C(NC2=C(C1=O)C=C(S2)CO)=O 3-ethyl-6-(hydroxymethyl)thieno[2,3-d]pyrimidine-2,4(1H,3H)-dione